FC=1C=C(C=C(C1)C1=CC=CC=C1)C1=CC=CC=C1 5'-fluoro-m-terphenyl